N-(3-acetylphenyl)-N-(4-(5-(difluoromethyl)-1,3,4-oxadiazol-2-yl)-2-fluorobenzyl)methanesulfonamide C(C)(=O)C=1C=C(C=CC1)N(S(=O)(=O)C)CC1=C(C=C(C=C1)C=1OC(=NN1)C(F)F)F